N-(4-fluoro-3-methylphenyl)-3-hydroxy-2',3'-dimethyl-4'-oxo-4',5',7',8'-tetrahydro-2'H-spiro[cyclobutane-1,6'-pyrrolo[3,4-c]azepine]-1'-carboxamide FC1=C(C=C(C=C1)NC(=O)C=1N(C(=C2C(NC3(CCC21)CC(C3)O)=O)C)C)C